1-[3-(aminomethyl)azetidin-1-yl]ethanone NCC1CN(C1)C(C)=O